(3S,4R)-4-((5-chloro-4-(4-isopropyl-2-methylquinolin-6-yl)pyrimidin-2-yl)amino)tetrahydro-2H-pyran-3-ol ClC=1C(=NC(=NC1)N[C@H]1[C@@H](COCC1)O)C=1C=C2C(=CC(=NC2=CC1)C)C(C)C